3-(2-aminoethyl-amino)propyl-triethoxysilane ethyl-5-chloro-4-methoxypyrimidine-2-carboxylate C(C)OC(=O)C1=NC=C(C(=N1)OC)Cl.NCCNCCC[Si](OCC)(OCC)OCC